1,4-dihydro-5-tetraazolone N1N=NNC1=O